ClC1=C(C(=CC=C1)C)C1=NOC(=C1CO[C@H]1[C@@H]2C(N[C@H](C1)C2)=O)C2CC2 (1S,4R,5R)-5-[[3-(2-chloro-6-methylphenyl)-5-cyclopropyl-1,2-oxazol-4-yl]methoxy]-2-azabicyclo[2.2.1]heptan-3-one